Hexafluoropropan-2-yl (R or S)-1-((6-(1H-pyrazol-1-yl)pyridin-3-yl)carbamoyl)-6-azaspiro[2.5]octane-6-carboxylate N1(N=CC=C1)C1=CC=C(C=N1)NC(=O)[C@@H]1CC12CCN(CC2)C(=O)OC(C(F)(F)F)C(F)(F)F |o1:14|